FC(C=1C=C(C=C(C1)C(F)(F)F)NC(=O)NC1=CC(=CC(=C1)C(F)(F)F)C(F)(F)F)(F)F 1,3-bis[3,5-bis(trifluoromethyl)phenyl]urea